cis-3-(cyanomethyl)-3-methyl-N-{cis-3-[methyl(7H-pyrrolo[2,3-d]pyrimidin-4-yl)amino]cyclobutyl}-cyclobutanesulfonamide C(#N)CC1(CC(C1)S(=O)(=O)N[C@@H]1C[C@@H](C1)N(C=1C2=C(N=CN1)NC=C2)C)C